C(C)(C)(C)OC(=O)N1CCC2(CC1)COC1=C2C=CC=C1CO (tert-butoxycarbonyl)-7-(hydroxymethyl)-2H-spiro[benzofuran-3,4'-piperidine]